C(#N)N1C2CCC(C1)[C@H]2NC(=O)C2=CC=C(C=C2)C2=C(C=CC=C2)SC2=CC=C(C=C2)F N-((7R)-2-cyano-2-azabicyclo[2.2.1]heptan-7-yl)-2'-((4-fluorophenyl)thio)-[1,1'-biphenyl]-4-carboxamide